N(=[N+]=[N-])C1=CC(=C(C=C1)NC(OC(C)(C)C)=O)C(NCC#C)=O Tert-butyl (4-azido-2-(prop-2-yn-1-ylcarbamoyl)phenyl)carbamate